2-(3,5-dimethylphenyl)pyrroline CC=1C=C(C=C(C1)C)C=1NCCC1